1-(3-fluoro-2-iodophenyl)-N,N-dimethylmethylamine FC=1C(=C(C=CC1)CN(C)C)I